1,2,3,4-tetrakis(mercaptomethyl)benzene SCC1=C(C(=C(C=C1)CS)CS)CS